dibenzo[a,l]pyrene C1=CC=CC=2C=3C=CC=C4C=CC=5C=C6C(=C(C21)C5C43)C=CC=C6